C1(CCC1)C1=CC=C2C=C(C(NC2=C1C=1N=C(OC1)C1=CC=CC=C1)=O)C(=O)N[C@H]1CS(C=C1)(=O)=O (R)-7-Cyclobutyl-N-(1,1-dioxido-2,3-dihydrothiophen-3-yl)-2-oxo-8-(2-phenyloxazol-4-yl)-1,2-dihydroquinoline-3-carboxamide